ClC1=C2C=CC(=CC2=C(C=C1)NC(C=C)=O)C1=CC=CC(=N1)C(=O)NC1CCC(CC1)N(C)CCOC 6-[5-chloro-8-(prop-2-enamido)naphthalen-2-yl]-N-[(1s,4s)-4-[(2-methoxyethyl)(methyl)amino]cyclohexyl]pyridine-2-carboxamide